N1-(((1s,3s)-3-(5,7-Difluoro-2-(4-fluorophenyl)-1H-indol-3-yl)cyclobutyl)methyl)oxalamide FC=1C=C2C(=C(NC2=C(C1)F)C1=CC=C(C=C1)F)C1CC(C1)CNC(C(=O)N)=O